C(C)OC(=O)C=1NC2=C(C=CC=C2C1)C(C)O 7-(1-hydroxyethyl)-1H-indole-2-carboxylic acid ethyl ester